[C-]#N.C(CCCC)[N+]1=CC=C(C=C1)CC 1-Pentyl-4-ethylpyridinium cyanid